C(C1=CC=CC=C1)OC1=C(C=CC=C1)C(CNC(CBr)=O)(F)F N-(2-(2-(benzyloxy)phenyl)-2,2-difluoroethyl)-2-bromoacetamide